7-chloro-8-iodoimidazo[1,2-a]pyridine ClC1=C(C=2N(C=C1)C=CN2)I